ethoxydiethyl-(3-isocyanatopropyl)silane C(C)O[Si](CCCN=C=O)(CC)CC